[(3aR,4R,6R,6aR)-4-[2-chloro-6-(3-phenylindolin-1-yl)purin-9-yl]-2,2-dimethyl-3a,4,6,6a-tetrahydrofuro[3,4-d][1,3]dioxol-6-yl]methanol ClC1=NC(=C2N=CN(C2=N1)[C@@H]1O[C@@H]([C@H]2OC(O[C@H]21)(C)C)CO)N2CC(C1=CC=CC=C21)C2=CC=CC=C2